COC1=CC(=C(C(=O)NC23CC(C2)(C3)C(F)(F)F)C=C1)NS(=O)(=O)C1=CC=C(C=C1)S(=O)(=O)C 4-methoxy-2-((4-(methylsulfonyl)phenyl)sulfonamido)-N-(3-(trifluoromethyl)bicyclo[1.1.1]pentan-1-yl)benzamide